2-[4-Chloro-5-[(3R,4R)-1-(1H-imidazol-4-ylsulfonyl)-3-methyl-4-piperidyl]-1H-imidazol-2-yl]-5-fluoro-pyridine ClC=1N=C(NC1[C@H]1[C@H](CN(CC1)S(=O)(=O)C=1N=CNC1)C)C1=NC=C(C=C1)F